rac-tert-butyl (3R,5S)-3-(4-(4,6-dichloro-7H-pyrrolo[2,3-d]pyrimidin-7-yl)phenyl)-5-methylmorpholine-4-carboxylate ClC=1C2=C(N=CN1)N(C(=C2)Cl)C2=CC=C(C=C2)[C@H]2N([C@H](COC2)C)C(=O)OC(C)(C)C |r|